7-(4-cyclopropyl-6-methoxypyrimidin-5-yl)-2-hydrazino-1-(4-(1-methyl-4-(trifluoromethyl)-1H-imidazol-2-yl)benzyl)-1,2,3,4-tetrahydropyrimido[4,5-d]pyrimidine C1(CC1)C1=NC=NC(=C1C1=NC=C2C(=N1)N(C(NC2)NN)CC2=CC=C(C=C2)C=2N(C=C(N2)C(F)(F)F)C)OC